tert-Butyl 4-(((4-oxo-6-(2,2,2-trifluoro-1-(((trifluoromethyl)sulfonyl)oxy)-ethyl)-4H-pyran-3-yl)oxy)methyl)piperidine-1-carboxylate O=C1C(=COC(=C1)C(C(F)(F)F)OS(=O)(=O)C(F)(F)F)OCC1CCN(CC1)C(=O)OC(C)(C)C